O1C(=CC=C1)C(=O)OCC 2-ethyl furanoate